COCCONC1=CC=CC=C1 (2-methoxyethoxy)aniline